NC1=NC2=CC(=CC=C2C=C1F)CN(C(=O)C=1C=NC(=CC1)C(F)(F)F)C=1C(=NC=CC1)S(=O)(=O)C N-[(2-amino-3-fluoroquinolin-7-yl)methyl]-N-(2-methanesulfonylpyridin-3-yl)-6-(trifluoro-methyl)pyridine-3-carboxamide